C(\C=C\C(=O)O)(=O)O.COC=1C=C(CNCCC2=CC=CC3=CC=C(C=C23)OC)C=CC1 N-(3-methoxybenzyl)-2-(7-methoxynaphthalen-1-yl)ethan-1-amine fumarate